C(C)(C)(C)OC(=O)N1C(=CC=2C1=NC(=CC2)Cl)C2=CC=C(C=C2)C(F)F 6-chloro-2-(4-(difluoromethyl)phenyl)-1H-pyrrolo[2,3-b]pyridine-1-carboxylic acid tert-butyl ester